FC(C1=NN(C(C=2N1C1=C(C2)SC=N1)=O)CC(=O)OC)F methyl 2-(5-(difluoromethyl)-8-oxothiazolo[5',4':4,5]pyrrolo[1,2-d][1,2,4]triazin-7(8H)-yl)acetate